3-(2-(5-((3R,SR)-3-Amino-5-fluoropiperidin-1-carbonyl)-7-methoxy-1-methyl-1H-benzo[d]imidazol-2-yl)-1-(cyclopropylmethyl)-1H-indol-7-yl)-N-methylcyclobutan-1-carboxamid N[C@H]1CN(C[C@H](C1)F)C(=O)C1=CC2=C(N(C(=N2)C=2N(C3=C(C=CC=C3C2)C2CC(C2)C(=O)NC)CC2CC2)C)C(=C1)OC |&1:5|